(R/S)-5-[2-(1-Methoxyethyl)pyrrolo[2,3-b]pyridin-1-yl]-7-methyl-indolin CO[C@H](C)C1=CC=2C(=NC=CC2)N1C=1C=C2CCNC2=C(C1)C |r|